Cl.C(C)(C)OC([C@@H](CN)NC(=O)OCC1=CC=CC=C1)=O (R)-3-amino-2-(((benzyloxy)carbonyl)amino)propionic acid isopropyl ester hydrochloride